4-(7-Benzenesulfonyl-4-cyano-3-hydroxy-quinolin-2-yl)-4-oxo-butyric acid ethyl ester C(C)OC(CCC(=O)C1=NC2=CC(=CC=C2C(=C1O)C#N)S(=O)(=O)C1=CC=CC=C1)=O